4-tolyl 4-[(4-acetylphenylcarbamoyl)ureido]phenylsulfonate C(C)(=O)C1=CC=C(C=C1)NC(=O)NC(NC1=CC=C(C=C1)S(=O)(=O)OC1=CC=C(C=C1)C)=O